CN1N=CC(=C1)C1=CC=C(N=N1)NC1C[C@@H]2[C@@H](CN(C2)CC2CCOCC2)C1 (3aR,5s,6aS)-N-[6-(1-methylpyrazol-4-yl)pyridazin-3-yl]-2-(tetrahydropyran-4-ylmethyl)-3,3a,4,5,6,6a-hexahydro-1H-cyclopenta[c]pyrrol-5-amine